3-(2-chlorophenyl)-N-ethylpropan-1-amine ClC1=C(C=CC=C1)CCCNCC